[Si](C)(C)(C(C)(C)C)C#CC1=CC(=C(C(=C1)OC)S(=O)(=O)Cl)OC 4-((tert-butyldimethylsilyl)ethynyl)-2,6-dimethoxybenzenesulfonyl chloride